(R)-N-((S)-1-(4-bromo-2-fluorophenyl)-2,2,2-trifluoroethyl)-N,2-dimethylpropane-2-sulfinamide BrC1=CC(=C(C=C1)[C@@H](C(F)(F)F)N([S@](=O)C(C)(C)C)C)F